4-(2-(3-fluoro-4-methoxyphenyl)-5-(4-(methylamino)piperidin-1-yl)-1H-indol-1-yl)benzonitrile FC=1C=C(C=CC1OC)C=1N(C2=CC=C(C=C2C1)N1CCC(CC1)NC)C1=CC=C(C#N)C=C1